6-(4-{[trans-4-{[4-(pentafluoro-λ6-sulfanyl)phenyl]Amino}cyclohexyl]sulfonimidoyl}phenyl)-2,3-dihydro-1H-indol-2-one FS(C1=CC=C(C=C1)N[C@@H]1CC[C@H](CC1)S(=O)(=N)C1=CC=C(C=C1)C1=CC=C2CC(NC2=C1)=O)(F)(F)(F)F